tert-butyl 3-(3-(3-((R)-1-(((S)-tert-butylsulfinyl)amino)ethyl)-2-fluorophenyl)-3,3-difluoropropyl)azetidine-1-carboxylate C(C)(C)(C)[S@](=O)N[C@H](C)C=1C(=C(C=CC1)C(CCC1CN(C1)C(=O)OC(C)(C)C)(F)F)F